7-((4,4-bis(((Z)-oct-5-en-1-yl)oxy)butanoyl)oxy)-4-((((1-ethylpiperidin-3-yl)methoxy)carbonyl)oxy)heptyl (3-pentyloctyl) adipate C(CCCCC(=O)OCCC(CCCCC)CCCCC)(=O)OCCCC(CCCOC(CCC(OCCCC\C=C/CC)OCCCC\C=C/CC)=O)OC(=O)OCC1CN(CCC1)CC